ClC=1C(=CC(=C(C1)C=1C=C(C(=O)OC)C=CC1C)OCC1=NNC(N1C)=O)C Methyl 3-[5-chloro-4-methyl-2-[(4-methyl-5-oxo-1H-1,2,4-triazol-3-yl)methoxy]phenyl]-4-methylbenzoate